NC[C@@]1([C@@H]2CCN(C[C@H]12)C1=CN=C2C(=N1)NN=C2C=2C=C1C=CC(NC1=CC2)=O)C2=C(C=CC=C2)F 6-(6-((1S,6R,7R)-7-(aminomethyl)-7-(2-fluorophenyl)-3-azabicyclo[4.1.0]heptan-3-yl)-1H-pyrazolo[3,4-b]pyrazin-3-yl)quinolin-2(1H)-one